NC1=C2N=CN(C2=NC(=N1)Cl)[C@H]1[C@H]([C@@H]([C@H](O1)COC(C(=O)O)(C(=O)O)CC1=CC=C(C=C1)OCC1=CC=CC=C1)O)F (((2R,3R,4S,5R)-5-(6-amino-2-chloro-9H-purin-9-yl)-4-fluoro-3-hydroxytetrahydrofuran-2-yl)methoxy)-2-(4-(benzyloxy)benzyl)malonic acid